bis(2-(2-hydroxyphenyl)benzothiazole) zinc [Zn].OC1=C(C=CC=C1)C=1SC2=C(N1)C=CC=C2.OC2=C(C=CC=C2)C=2SC1=C(N2)C=CC=C1